C(C)OC(=O)C=1N=C2N(C=C(C=C2Br)C(F)(F)F)C1.BrC1=C(C(=CC=C1)F)[C@@](CC(=O)NC1(CC1)C1=CC(=CC(=C1)OCC(F)(F)F)Cl)(C)O (S)-3-(2-bromo-6-fluorophenyl)-N-(1-(3-chloro-5-(2,2,2-trifluoroethoxy)phenyl)cyclopropyl)-3-hydroxybutanamide ethyl-8-bromo-6-(trifluoromethyl)imidazo[1,2-a]pyridine-2-carboxylate